2-allyl-6-((1-methyl-1H-indazol-5-yl)amino)-1-(6-((1,2,2-trimethylpiperidin-4-yl)oxy)pyridin-2-yl)-1,2-dihydro-3H-pyrazolo[3,4-d]pyrimidin-3-one C(C=C)N1N(C2=NC(=NC=C2C1=O)NC=1C=C2C=NN(C2=CC1)C)C1=NC(=CC=C1)OC1CC(N(CC1)C)(C)C